N-(2-iodo-4-(perfluoropropan-2-yl)-6-(difluoromethyl)phenyl)-2-fluoro-3-(hydroxyamino)benzamide IC1=C(C(=CC(=C1)C(C(F)(F)F)(C(F)(F)F)F)C(F)F)NC(C1=C(C(=CC=C1)NO)F)=O